N-(1-(4-bromophenyl-ethyl)-5-cyano-1H-benzo[d]imidazol-2-yl)nicotinamide BrC1=CC=C(C=C1)CCN1C(=NC2=C1C=CC(=C2)C#N)NC(C2=CN=CC=C2)=O